N=S(=O)(C1=NC=C(C=C1)OCCCN1CCOCC1)C imino(methyl)(5-(3-morpholinopropoxy)pyridin-2-yl)-lambda6-sulfanone